CC(CO)(CCC)CCC 2-methyl-2-propyl-pentan-1-ol